OC(C(=O)C1=CC=C(C=C1)OCCO)C 2-hydroxy-4'-(2-hydroxyethoxy)-2-methylacetophenone